ethyl 2-(2-fluoro-4-(2-fluoro-4-hydroxy-3-isopropylbenzyl)-3,5-dimethylphenoxy)acetate FC1=C(OCC(=O)OCC)C=C(C(=C1C)CC1=C(C(=C(C=C1)O)C(C)C)F)C